N1=C(C=CC=C1)SS[C@H]1[C@@H](CC2=CC=CC=C2C1)O |r| racemic-trans-3-(2-pyridyldisulfanyl)tetralin-2-ol